(R)-N-(6-(3-(2-hydroxypropan-2-yl)pyrrolidin-1-yl)pyrimidin-4-yl)-6-(1-(2,2,2-trifluoroethyl)-1H-pyrazol-4-yl)picolinamide OC(C)(C)[C@H]1CN(CC1)C1=CC(=NC=N1)NC(C1=NC(=CC=C1)C=1C=NN(C1)CC(F)(F)F)=O